C(CCC)OC(CCC)=O n-butylbutyrate